O=C1C(C(CC1)CC(=O)OC)CCCCC methyl 3-oxo-2-pentyl-1-cyclopentaneacetate